CC(C)(COP(=O)(O)OP(=O)(O)OC[C@@H]1[C@H]([C@H]([C@@H](O1)N2C=NC3=C(N=CN=C32)N)O)OP(=O)(O)O)[C@H](C(=O)NCCC(=O)NCCSC(=O)CC(=O)CCCCCCCCCCC(=O)O)O The molecule is an acyl-CoA resulting from the formal condensation of the thiol group of coenzyme A with the 1-carboxy group of 3-oxotetradecanedioic acid. It is a conjugate acid of a 3-oxotetradecanedioyl-CoA(5-).